N-(2,4-dichlorobenzyl)-1-(4-fluorobenzyl)piperidine-4-carboxamide ClC1=C(CNC(=O)C2CCN(CC2)CC2=CC=C(C=C2)F)C=CC(=C1)Cl